C(#N)C1=C(N=C(C2=CC=CC=C12)C)NCC(=O)N(C)C1=CC=C(C=C1)F 2-[(4-cyano-1-methylisoquinolin-3-yl)amino]-N-(4-fluorophenyl)-N-methylacetamide